CN(C(=S)SSC(=S)N)C1=CC=CC=C1 methylphenyl-thiuram disulfide